2-chloro-5-tert-butylpyridine ClC1=NC=C(C=C1)C(C)(C)C